5-chloro-2-{[(oxan-3-yl)amino]methyl}-7,8-dihydro-6H-spiro[[1,3]oxazolo[5,4-f]quinazoline-9,1'-cyclohexane]-7-one ClC=1C=C2C(=C3C1NC(NC31CCCCC1)=O)OC(=N2)CNC2COCCC2